2-[2-(2-chloro-4-pyridinyl)ethynyl]-1-methyl-5-(6-methyl-3-pyridinyl)imidazole-4-carboxamide ClC1=NC=CC(=C1)C#CC=1N(C(=C(N1)C(=O)N)C=1C=NC(=CC1)C)C